C(CCCCCCC\C=C/C\C=C/CCCCC)(=O)CC(CN(C)C)CCCCCCCC\C=C/C\C=C/CCCCC 1-linoleoyl-2-Linoleyl-3-dimethylaminopropane